ClC=1C(=C(C=C(C1)Cl)O)C1=CC2=C(N=N1)N(C=C2C)C2CC(C2)(C)O 3,5-Dichloro-2-{7-[(1s,3s)-3-hydroxy-3-methylcyclobutyl]-5-methyl-7H-pyrrolo[2,3-c]pyridazin-3-yl}phenol